N1=CN=CC(=C1)C=1C=C(C=C(C1)C=1C=NC=NC1)[C@@H](C)NC(C1=C(C=CC(=C1)OCCN(C)C)C)=O (R)-N-(1-(3,5-di(pyrimidin-5-yl)phenyl)ethyl)-5-(2-(dimethylamino)ethoxy)-2-methylbenzamide